(methylenedioxy)benzeneboronic acid C1OC2=C(C=CC=C2O1)B(O)O